(4-amino-1,3-dihydrofuro[3,4-c]quinolin-8-yl)-[(3R)-3-(5-bromo-2-pyridyl)morpholin-4-yl]methanone NC1=NC=2C=CC(=CC2C2=C1COC2)C(=O)N2[C@@H](COCC2)C2=NC=C(C=C2)Br